2-((4-phenyl-2-thiocyanatobut-1,3-dien-1-yl)oxy)naphthalene C1(=CC=CC=C1)C=CC(=COC1=CC2=CC=CC=C2C=C1)SC#N